FC1=C(N)C=C(C(=C1)OC)OCC=1C=CC=C2C=CN=C(C12)OC 2-fluoro-4-methoxy-5-[(1-methoxyisoquinolin-8-yl)methoxy]aniline